CC1=NN=C(O1)C=1C=CC=C2C(=NN(C12)COCC[Si](C)(C)C)C=1CN(CCC1)C(=O)OC(C)(C)C tert-butyl 3-[7-(5-methyl-1,3,4-oxadiazol-2-yl)-1-{[2-(trimethylsilyl)ethoxy]methyl}indazol-3-yl]-5,6-dihydro-2H-pyridine-1-carboxylate